(S)-3-amino-5-methyl-7-(2-oxo-2-(pyridin-4-yl)ethoxy)-2,3-dihydrobenzo[b][1,4]oxazepin-4(5H)-one dihydrochloride Cl.Cl.N[C@@H]1C(N(C2=C(OC1)C=CC(=C2)OCC(C2=CC=NC=C2)=O)C)=O